iodomethylene borate B1(OC(I)O1)[O-]